maleoic acid C(\C=C/C(=O)O)(=O)O